N4-(5-cyclopropyl-1H-pyrazol-3-yl)-N2-phenethylquinazoline-2,4-diamine C1(CC1)C1=CC(=NN1)NC1=NC(=NC2=CC=CC=C12)NCCC1=CC=CC=C1